ClC=1C(=C(C=CC1)[N+](=O)[O-])C 3-chloro-2-methyl-nitrobenzene